FC(S(=O)(=O)N1C[C@H](CC1)C(C(=O)N)C1=NC=C2C=CC(=NC2=C1)C1=NC(=CC=C1)N1C[C@@H](O[C@@H](C1)C)C)F ((R)-1-((difluoromethyl)sulfonyl)pyrrolidin-3-yl)-2-(2-(6-((cis)-2,6-dimethylmorpholino)pyridin-2-yl)-1,6-naphthyridin-7-yl)acetamide